(2Z)-r-(chloromethyl)-2,3'-biindole-2',3(1H,1'H)-dione ClCN1\C(\C(C2=CC=CC=C12)=O)=C\1/C(NC2=CC=CC=C12)=O